NC=1C2=C(N(C(N1)=O)C1=CC(=CC=C1)CC)N=C(C=C2)C2CC2 4-amino-7-cyclopropyl-1-(3-ethylphenyl)pyrido[2,3-d]pyrimidin-2(1H)-one